C1(CC1)N1N=CC(=C1CO[C@H]1[C@@H]2CN([C@H](C1)C2)C2=CC(=C(C(=O)NCCS(=O)(=O)C)C=C2)F)C2=C(C=CC=C2Cl)Cl 4-[(1S,4S,5R)-5-[[1-cyclopropyl-4-(2,6-dichlorophenyl)-1H-pyrazol-5-yl]methoxy]-2-azabicyclo[2.2.1]heptan-2-yl]-2-fluoro-N-(2-methanesulfonylethyl)benzamide